[5-bromo-2-hydroxy-4-(methoxymethoxy)phenyl]ethanone BrC=1C(=CC(=C(C1)C(C)=O)O)OCOC